N-methyl-2-((3-((E)-2-(2-pyridinyl)vinyl)-1-(2,5,8,11,14-pentaoxapentadecanoyl)-1H-indazol-6-yl)thio)benzamide CNC(C1=C(C=CC=C1)SC1=CC=C2C(=NN(C2=C1)C(OCCOCCOCCOCCOC)=O)\C=C\C1=NC=CC=C1)=O